(S)-(4-(3-(tert-butoxy)-2-((tert-butoxycarbonyl)amino)-2-methyl-3-oxopropyl)-3-fluorophenyl)boronic acid C(C)(C)(C)OC([C@@](CC1=C(C=C(C=C1)B(O)O)F)(C)NC(=O)OC(C)(C)C)=O